FC(F)(F)C1=C(C=CC=C1)C=1C=C(C=C(C1)C1=C(C=CC=C1)C(F)(F)F)NCC 3,5-bis(trifluoromethylphenyl)phenyl-ethyl-amine